[(1R)-2'-methoxy[1,1'-binaphthalen]-2-yl]diphenylphosphine COC1=C(C2=CC=CC=C2C=C1)C1=C(C=CC2=CC=CC=C12)P(C1=CC=CC=C1)C1=CC=CC=C1